[2-(acryloyl-oxy)-ethyl]-diethylamine C(C=C)(=O)OCCN(CC)CC